(2-fluoro-4-(2-(2-isobutoxy-6-methylphenyl)-4,5,6,7-tetrahydro-2H-pyrazolo[4,3-c]pyridin-3-yl)phenyl)acetamide FC1=C(C=CC(=C1)C=1N(N=C2C1CNCC2)C2=C(C=CC=C2C)OCC(C)C)CC(=O)N